ClC=1C=C(C=C2C=NNC12)N1C(=NC=2C1=NC(=CC2)C(F)F)C2=CC=C(C=C2)F 3-(7-Chloro-1H-indazol-5-yl)-5-(difluoromethyl)-2-(4-fluorophenyl)imidazo[4,5-b]pyridine